tert-butyl 4-[2-(4-chloro-3-methyl-phenyl)ethynyl]piperidine-1-carboxylate ClC1=C(C=C(C=C1)C#CC1CCN(CC1)C(=O)OC(C)(C)C)C